O[Al+3].P(=O)([O-])([O-])[O-].C1(=CC=CC=C1)O.C1(=CC=CC=C1)O bisphenol phosphate hydroxyl-aluminum salt